C1(=CC(=CC=C1)C1=CN=C(C=2N1C=CN2)NC2=CC=C(C=C2)N2CCN(CC2)CCNC(OC(C)(C)C)=O)C tert-Butyl (2-(4-(4-((5-(m-tolyl)imidazo[1,2-a]pyrazin-8-yl)amino)phenyl)piperazin-1-yl)ethyl)carbamate